2-Bromo-5-(1H-imidazol-5-yl)phenol BrC1=C(C=C(C=C1)C1=CN=CN1)O